C(C)(C)(C)NS(=O)(=O)C1=CC(=CC(=C1)C(F)(F)F)C(F)(F)F N-tert-butyl-3,5-bis(trifluoromethyl)benzenesulfonamide